C(C)C(C(=O)O)CCCC.C(C)C(C(=O)O)CCCC.OC1=CC=C(C=C1)C(C)(C)C1=CC=C(C=C1)O bisphenol a bis(2-ethylhexanoate)